ClC1=C(C=C(C(=O)N2CC=3N=C(N(C(C3C[C@H]2C)=O)[C@H]2CC[C@H](CC2)CC(=O)NC)NC(C)C)C=C1)C(F)(F)F 2-((cis)-4-((R)-7-(4-Chloro-3-(trifluoromethyl)benzoyl)-2-(isopropylamino)-6-methyl-4-oxo-5,6,7,8-tetrahydropyrido[3,4-d]pyrimidin-3(4H)-yl)cyclohexyl)-N-methylacetamide